((4-(2,5-dichloropyrimidin-4-yl)-2-fluorophenoxy)methyl)cyclopropanecarbonitrile ClC1=NC=C(C(=N1)C1=CC(=C(OCC2(CC2)C#N)C=C1)F)Cl